N-((3R,4S)-4-((6-(2,6-difluoro-3,5-dimethoxyphenyl)-8-(1-(2-methoxyethyl)-1H-pyrazol-4-yl)pyrido[3,4-d]pyrimidin-2-yl)amino)tetrahydrofuran-3-yl)acrylamide FC1=C(C(=C(C=C1OC)OC)F)C1=CC2=C(N=C(N=C2)N[C@H]2[C@H](COC2)NC(C=C)=O)C(=N1)C=1C=NN(C1)CCOC